6-chloro-3-[(1R)-1-[3-cyano-6-methyl-2-(1-methylpyrazol-4-yl)-4-oxo-chromen-8-yl]ethoxy]pyridine-2-sulfonamide ClC1=CC=C(C(=N1)S(=O)(=O)N)O[C@H](C)C=1C=C(C=C2C(C(=C(OC12)C=1C=NN(C1)C)C#N)=O)C